COC1=C(CC=2C(=C(C=CC2[N+](=O)[O-])S(=O)(=O)N)CC2=C(C=C(C=C2)OC)OC)C=CC(=C1)OC bis(2,4-dimethoxybenzyl)-4-nitrobenzenesulfonamide